NC=1C(=CC2=C(OC3=C(O2)C=CC(=C3)F)C1)C(CO)C 2-(3-amino-7-fluorodibenzo[b,e][1,4]dioxin-2-yl)propanol